O[Si](CCCNC(=O)NCC(=O)O)(O)O 2-(3-trihydroxysilylpropylcarbamoylamino)ACETIC ACID